FC(OC1=C(C=CC=C1)NC(C(=O)N[C@H](C(N[C@@H](C[C@H]1C(NCC1)=O)C(COC1=C(C(=CC(=C1F)F)F)F)=O)=O)CC(C)C)=O)F N1-(2-(difluoromethoxy)-phenyl)-N2-((S)-4-methyl-1-oxo-1-(((S)-3-oxo-1-((S)-2-oxopyrrolidin-3-yl)-4-(2,3,5,6-tetrafluorophenoxy)butan-2-yl)amino)pentan-2-yl)oxalamide